FC=1C=C(C=C(C1F)F)C1=C(C=CC=C1)NC(=O)C=1C=NN(C1)C 1-methyl-1H-pyrazole-4-carboxylic acid (3',4',5'-trifluoro-biphenyl-2-yl)-amide